C(CC)(OC(C1=CC=CC=C1)(C)C)([O-])[O-] dimethylbenzyl orthopropionate